N-(4'-(5-(trifluoromethyl)-1,2,4-oxadiazol-3-yl)-[2,2'-bipyridin]-4-yl)piperidine-3-carboxamide Hemiformate C(=O)O.FC(C1=NC(=NO1)C1=CC(=NC=C1)C1=NC=CC(=C1)NC(=O)C1CNCCC1)(F)F.FC(F)(F)C1=NC(=NO1)C1=CC(=NC=C1)C1=NC=CC(=C1)NC(=O)C1CNCCC1